ClC1=C(C=NC=C1)N1C[C@@H](CCC1)N(C(OCC1=CC=CC=C1)=O)C benzyl (R)-(1-(4-chloropyridin-3-yl)piperidin-3-yl)(methyl)carbamate